[C-]#[NH+] The molecule is a hydracid. It is a conjugate acid of a cyanide. It is a tautomer of a hydrogen cyanide.